C(C1=CC=CC=C1)OC1=C(C(=C(C(=O)O)C(=C1)C)C)OC 4-(benzyloxy)-3-methoxy-2,6-dimethylbenzoic acid